1-(benzenesulfonyl)-4-bromopyrrolo[2,3-b]pyridine C1(=CC=CC=C1)S(=O)(=O)N1C=CC=2C1=NC=CC2Br